tert-butyl 5-(4-chlorothieno[2,3-b]pyridin-2-yl)-6-methyl-3,6-dihydropyridine-1(2H)-carboxylate ClC1=C2C(=NC=C1)SC(=C2)C2=CCCN(C2C)C(=O)OC(C)(C)C